C(CCC)OC([C@@H](NC(C)=O)CSN=O)=O S-nitroso-N-acetyl-L-cysteine butyl ester